aminomethyl-benzoic acid NCC1=C(C(=O)O)C=CC=C1